C1C=CC2(CC1)OC1=C(C2)C=CC=C1 spiro[benzofuran-2,4'-cyclohex-2-ene]